ClC=1C=C(C=CC1F)S(=O)(=O)N1N=C(C=C1)C(=O)NCC1=NC=C(N=C1)C 1-(3-chloro-4-fluoro-phenyl)sulfonyl-N-[(5-methylpyrazin-2-yl)methyl]pyrazole-3-carboxamide